C1(=CC(=CC=C1)[C@@H]1NOCC1)C1=CC=CC=C1 (R)-3-([1,1'-biphenyl]-3-yl)isoxazolidine